hydroxide disodium salt [Na+].[Na+].[OH-].[OH-]